COC(=O)C1=CC=C2C(N(C(NC2=C1)=O)CC(F)F)=O 3-(2,2-difluoroethyl)-2,4-dioxo-1,2,3,4-tetrahydroquinazoline-7-carboxylic acid methyl ester